6,6-bis(4-sulfonatobutyl)-9,12,15,18-tetraoxa-6-aza-2-silahenicosan-6-ium-21-oate S(=O)(=O)([O-])CCCC[N+](CCC[SiH2]C)(CCOCCOCCOCCOCCC(=O)[O-])CCCCS(=O)(=O)[O-]